(3R,4R)-1-methanesulfonyl-4-{[5-methyl-7-(2-methylpropyl)imidazo[4,3-f][1,2,4]triazin-2-yl]amino}piperidin-3-ol CS(=O)(=O)N1C[C@H]([C@@H](CC1)NC1=NN2C(C=N1)=C(N=C2CC(C)C)C)O